CC1COCC(N1C1=NC=CC(=N1)NC1=CC(=NO1)C1=C(C=C(C=C1)OC)F)C N-(2-(3,5-dimethylmorpholino)pyrimidin-4-yl)-3-(2-fluoro-4-methoxyphenyl)isoxazol-5-amine